4-((1-((2,4-dimethyl-6-oxo-1,6-dihydropyrimidin-5-yl)methyl)-6-oxo-4-(perfluoroethyl)-1,6-dihydropyrimidin-5-yl)oxy)-3,5-dimethylbenzonitrile CC=1NC(C(=C(N1)C)CN1C=NC(=C(C1=O)OC1=C(C=C(C#N)C=C1C)C)C(C(F)(F)F)(F)F)=O